(R)-1-(((3-butyl-5-(4-fluorophenyl)-2-methyl-7-(methylthio)-1,1-dioxido-2,3,4,5-tetrahydro-1,2,5-benzothiadiazepin-8-yl)oxy)methyl)cyclopropane-1-carboxylic acid C(CCC)[C@H]1N(S(C2=C(N(C1)C1=CC=C(C=C1)F)C=C(C(=C2)OCC2(CC2)C(=O)O)SC)(=O)=O)C